NCCC(=O)N1[C@@H](C[C@@H](O)C1)C(=O)C(C1=CC=CC=C1)[N-]C(CCC(N)N)=O beta-alanyl-hydroxyprolyl-diaminobutyryl-benzylamide